C(CCCCCCCCCCCCCCCCC)N.P(=O)(OCCCC)(OCCCC)O di-n-butyl phosphate octadecylamine salt